(S)-7-(azetidin-3-ylamino)-2-isopropyl-1,5-dimethyl-1,4-dihydropyrido[3,4-b]pyrazin-3(2H)-one N1CC(C1)NC1=CC2=C(NC([C@@H](N2C)C(C)C)=O)C(=N1)C